N[C@@H]1CN(CCC1)C1=CC(=NC=C1C#CC1CCOCC1)NC1=NC(=C(C=C1)[N+](=O)[O-])C1=C(C=CC=C1OC)F 4-((S)-3-aminopiperidin-1-yl)-N-(6-(2-fluoro-6-methoxyphenyl)-5-nitropyridin-2-yl)-5-((tetrahydro-2H-pyran-4-yl)ethynyl)pyridin-2-amine